(R)-3-((4-(1-((6-(2,4-dioxotetrahydropyrimidin-1(2H)-yl)pyridazin-3-yl)methyl)piperidin-4-yl)phenyl)amino)-5-(3-(3-methyl-2-oxoimidazolin-1-yl)piperidin-1-yl)pyrazine-2-carboxamide O=C1N(CCC(N1)=O)C1=CC=C(N=N1)CN1CCC(CC1)C1=CC=C(C=C1)NC=1C(=NC=C(N1)N1C[C@@H](CCC1)N1C(N(CC1)C)=O)C(=O)N